N-(3-carbamoyl-4-fluorophenyl)-2-fluoro-6-(7-fluorochroman-4-yl)-3-(trifluoromethyl)benzamide C(N)(=O)C=1C=C(C=CC1F)NC(C1=C(C(=CC=C1C1CCOC2=CC(=CC=C12)F)C(F)(F)F)F)=O